ClC1=NC=C(C(=C1)N[C@H](CCOC1=C(C=NN1CC)C1=NC=CC(=N1)N)C)C#CC=1C=NN(C1)C(F)F (S)-2-(5-(3-((2-Chloro-5-((1-(difluoromethyl)-1H-pyrazol-4-yl)ethynyl)pyridin-4-yl)amino)butoxy)-1-ethyl-1H-pyrazol-4-yl)pyrimidin-4-amine